C(CC(=O)[O-])(=O)[O-].[K+].[K+].C(C)(C)(C)C=1C=C(C=C(C1O)C(C)(C)C)CCC(=O)NCCCNC(CCC1=CC(=C(C(=C1)C(C)(C)C)O)C(C)(C)C)=O N,N'-di-(3,5-di-tert-butyl-4-hydroxyphenylpropionyl)trimethylenediamine di-potassium malonate